C(/C1=CC=CC=C1)=N\NC(=O)C1=NC(=CN=C1)C1=CC=C(C=C1)OC (E)-N'-benzylidene-6-(4-methoxyphenyl)pyrazine-2-carbohydrazide